1,3-dibutylpyrrolidinium cyanide [C-]#N.C(CCC)[NH+]1CC(CC1)CCCC